(1r,4r)-4-(8-(5-cyclopropyl-2-ethoxy-4-(5-fluoropyridin-2-yl)benzyl)-2-oxo-1-oxa-3,8-diazaspiro[4.5]decan-3-yl)-N-(2-(2-hydroxyethoxy)ethyl)-1-methylcyclohexanecarboxamide C1(CC1)C=1C(=CC(=C(CN2CCC3(CN(C(O3)=O)C3CCC(CC3)(C(=O)NCCOCCO)C)CC2)C1)OCC)C1=NC=C(C=C1)F